tri-tert-butoxyvanadium C(C)(C)(C)O[V](OC(C)(C)C)OC(C)(C)C